isothiazole-3-carboxylate 1,1-dioxide S1(N=C(C=C1)C(=O)[O-])(=O)=O